4-isopropyl-1H-indole-2-carboxylic acid C(C)(C)C1=C2C=C(NC2=CC=C1)C(=O)O